α-L-sorbopyranose OC[C@]1(O)[C@@H](O)[C@H](O)[C@@H](O)CO1